propylene morpholinodithiocarbamate O1CCN(CC1)NC(S)=S.C=CC